C(C)(C)(C)OC(=O)N1CCN(CC1)C1=NC(=NC2=C(C(=C(C=C12)Cl)C1=CC=CC=2CCCCC12)F)OC[C@H]1N(CCC1)C 4-(6-chloro-8-fluoro-2-(((S)-1-methylpyrrolidin-2-yl)methoxy)-7-(5,6,7,8-tetrahydronaphthalen-1-yl)quinazolin-4-yl)piperazine-1-carboxylic acid tert-butyl ester